difluorine FF